tert-Butyl 2-((((9H-fluoren-9-yl)methoxy) carbonyl)(methyl)amino)-4-(3-chloro-4-(trifluoromethyl)phenyl)butanoate C1=CC=CC=2C3=CC=CC=C3C(C12)COC(=O)N(C(C(=O)OC(C)(C)C)CCC1=CC(=C(C=C1)C(F)(F)F)Cl)C